2-({2-[(4-chloro-2,6-difluorophenyl)methoxy]-3-methyl-5,6,7,8-tetrahydro-1,7-naphthyridin-7-yl}methyl)-4-fluoro-1-{1-[(2S)-oxetan-2-yl]methyl}-1H-1,3-benzodiazole-6-carboxylic acid ClC1=CC(=C(C(=C1)F)COC1=NC=2CN(CCC2C=C1C)CC1=NC2=C(N1C[C@H]1OCC1)C=C(C=C2F)C(=O)O)F